Cl.CN(CCCS)C 3-(dimethylamino)-1-propanethiol hydrochloride